N-(4-amino-3-chlorobenzyl)-6'-fluoro-4'-oxo-3',4'-dihydro-1'h-spiro[piperidine-4,2'-quinoline]-1-carboxamide NC1=C(C=C(CNC(=O)N2CCC3(NC4=CC=C(C=C4C(C3)=O)F)CC2)C=C1)Cl